(4-amino-1,3-dihydrofuro[3,4-c]quinolin-8-yl)-[rac-(2R)-2-(4-bromophenyl)-4,4-difluoro-1-piperidyl]methanone NC1=NC=2C=CC(=CC2C2=C1COC2)C(=O)N2[C@H](CC(CC2)(F)F)C2=CC=C(C=C2)Br |r|